COCCOCCOCCOC1=C(CCC2(NN3C(N=C(N=C3N)N)=N2)C=2OC=CC2)C=CC=C1 2-(2-(2-(2-(2-methoxyethoxy)ethoxy)ethoxy)-phenethyl)-2-(furan-2-yl)-[1,2,4]triazolo[1,5-a][1,3,5]triazine-5,7-diamine